methyl 2-[4-(2-bromoethoxy)-2-fluoro-phenyl]acetate BrCCOC1=CC(=C(C=C1)CC(=O)OC)F